CC1(CC1)OC1=C(C(=NC=N1)NCCC=1C=NC=CC1)N 6-(1-methylcyclopropoxy)-N4-(2-(pyridin-3-yl)ethyl)pyrimidine-4,5-diamine